triacontyl linoleate C(CCCCCCC\C=C/C\C=C/CCCCC)(=O)OCCCCCCCCCCCCCCCCCCCCCCCCCCCCCC